ClC1=CC=C(C=C1)C(C(=O)N[C@H](C(=O)N[C@H](CCC(=O)O)C(=O)O)CC1=CC=C(C=C1)F)(C)C ((S)-2-(2-(4-chlorophenyl)-2-methylpropanamido)-3-(4-fluorophenyl)propanoyl)-D-glutamic acid